tris(2-pyridylmethyl)amine copper (I) [Cu+].N1=C(C=CC=C1)CN(CC1=NC=CC=C1)CC1=NC=CC=C1